tert-butyl-(S)-10-((5-chloro-2-((R)-2-(hydroxymethyl)piperazin-1-yl)pyrimidin-4-yl)amino)-2-cyclopropyl-3,3-difluoro-7-methyl-1,2,3,4-tetrahydro-[1,4]oxazepino[2,3-c]quinolin-6(7H)-one C(C)(C)(C)N1[C@H](C(COC=2C(N(C=3C=CC(=CC3C21)NC2=NC(=NC=C2Cl)N2[C@H](CNCC2)CO)C)=O)(F)F)C2CC2